CC1=NC=2N(C(=C1)S)C=CN2 7-methylimidazo[1,2-a]pyrimidine-5-thiol